(2S,4S)-N-(4-(2-amino-2-oxoacetyl)oxepan-4-yl)-1-((R)-2-amino-3-cyclohexylpropionyl)-4-(5-(2-hydroxypropan-2-yl)-1H-1,2,3-triazol-1-yl)pyrrolidine-2-carboxamide hydrochloride Cl.NC(C(=O)C1(CCOCCC1)NC(=O)[C@H]1N(C[C@H](C1)N1N=NC=C1C(C)(C)O)C([C@@H](CC1CCCCC1)N)=O)=O